6-(1-(fluoromethyl)cyclopropyl)-2-methyl-8-morpholinylpyrido[4,3-d]pyrimidin-7(6H)-one FCC1(CC1)N1C=C2C(N=C(N=C2)C)=C(C1=O)N1CCOCC1